2-(5-hydroxy-2,4-dimethylbenzyl)benzonitrile OC=1C(=CC(=C(CC2=C(C#N)C=CC=C2)C1)C)C